6-bromo-5-fluoro-3-(2-methoxyethyl)quinazolin-4-one BrC=1C(=C2C(N(C=NC2=CC1)CCOC)=O)F